OC1=C(C(C(=O)O[2H])=CC=C1)N 3-Hydroxyanthranilic Acid-d